ethyl 4-chloro-6-(difluoromethoxy)nicotinate ClC1=CC(=NC=C1C(=O)OCC)OC(F)F